dimethyl-benzene sodium [Na].CC1=C(C=CC=C1)C